FC(C(=O)O)(C1=C(C=C(C=C1)F)OC(C)C)F 2,2-difluoro-2-(4-fluoro-2-isopropoxyphenyl)acetic acid